2-(benzyloxycarbonylaminomethyl)pyrrolidine C(C1=CC=CC=C1)OC(=O)NCC1NCCC1